ClC1=CC=C(C=C1)C=1C=C(C(N(N1)C=1C=NC=NC1)=O)C(=O)N[C@@H](CO)C 6-(4-chlorophenyl)-N-[(2R)-1-hydroxypropan-2-yl]-3-oxo-2-(pyrimidin-5-yl)-2,3-dihydropyridazine-4-carboxamide